FC(OC1=CC=C(OC=2SC=3N=C4N(C(C3N2)=O)CCC4)C=C1)(F)F 2-(4-trifluoromethoxyphenoxy)-6,7-dihydropyrrolo[1,2-a]thiazolo[5,4-d]pyrimidin-9(5H)-one